terpiperidinium [NH+]1(CCCCC1)[N+]1(CCCCC1)[NH+]1CCCCC1